3-methyl-2-{[4-(4-pentylphenyl)phenyl]ethynyl}-5-propylthieno[3,2-b]thiophene CC=1C2=C(SC1C#CC1=CC=C(C=C1)C1=CC=C(C=C1)CCCCC)C=C(S2)CCC